methyl 5-methyl-6-(1-methylbenzimidazol-4-yl)-3-(4-morpholin-3-ylanilino)pyrazine-2-carboxylate CC=1N=C(C(=NC1C1=CC=CC=2N(C=NC21)C)C(=O)OC)NC2=CC=C(C=C2)C2NCCOC2